2-amino-N-((1S,2R)-2-cyanocyclopentyl)-3-methyl-N-((5-(trifluoromethyl)-2-pyridinyl)methyl)-1,7-naphthyridine-6-carboxamide NC1=NC2=CN=C(C=C2C=C1C)C(=O)N(CC1=NC=C(C=C1)C(F)(F)F)[C@@H]1[C@@H](CCC1)C#N